C(C)OC(\C=C/C(=O)OCC)=O maleic acid diethylester